[Si](C1=CC=CC=C1)(C1=CC=CC=C1)(C(C)(C)C)OC[C@H]1[C@@H](C1)CO ((1R,2R)-2-(((tert-butyldiphenylsilyl)oxy)methyl)cyclopropyl)methanol